CNS(=O)(=O)C=1SC=CC1 N-methylthiophene-2-sulfonamide